1-tosyl-4-(trifluoromethyl)-7-((2-(trimethylsilyl)ethoxy)methyl)-1,3,4,7-tetrahydro-2H-pyrrolo[3',2':5,6]Pyrido[2,3-b][1,4]Oxazepine S(=O)(=O)(C1=CC=C(C)C=C1)N1C2=C(OC(CC1)C(F)(F)F)N=C1C(=C2)C=CN1COCC[Si](C)(C)C